COCC(COC)C(C1=CC=CC=C1)=O 1,3-dimethoxy-2-benzoylpropane